ClC1=C(C=NC(=C1)Cl)C1=NC(=NO1)C 5-(4,6-dichloropyridin-3-yl)-3-methyl-1,2,4-oxadiazole